2-ETHYLPROLINE C(C)[C@@]1(NCCC1)C(=O)O